tert-butyl 3-((4-(benzyloxy)-2-chloro-6-nitrophenyl)amino)azepane-1-carboxylate C(C1=CC=CC=C1)OC1=CC(=C(C(=C1)[N+](=O)[O-])NC1CN(CCCC1)C(=O)OC(C)(C)C)Cl